ethyl 2-{[3-chloro-4-(trifluoromethyl)phenyl]amino}-4-{[(1S)-2-hydroxy-1-phenylethyl]amino}pyrimidine-5-carboxylate ClC=1C=C(C=CC1C(F)(F)F)NC1=NC=C(C(=N1)N[C@H](CO)C1=CC=CC=C1)C(=O)OCC